C(C)OC(=O)C=1NC2=CC=CC=C2C1CCCOC1=CC=CC2=CC(=CC=C12)F 3-{3-[(6-fluoronaphthalen-1-yl)oxy]Propyl}-1H-indole-2-carboxylic acid ethyl ester